tributyl-[4-(2-ethylhexyl)-2-thienyl]stannane tert-butyl-(3S,4R)-3-(methyl((R)-1-phenylethyl)amino)-4-(tetradecylcarbamoyl)pyrrolidine-1-carboxylate C(C)(C)(C)OC(=O)N1C[C@H]([C@@H](C1)C(NCCCCCCCCCCCCCC)=O)N([C@H](C)C1=CC=CC=C1)C.C(CCC)[Sn](C=1SC=C(C1)CC(CCCC)CC)(CCCC)CCCC